FC1(C(CNC1)NC(=O)C1=C(OC2=C1C=C(C=C2)OCC=2C(=NC=CC2)C(F)(F)F)C)F N-(4,4-difluoropyrrolidin-3-yl)-2-methyl-5-((2-(trifluoromethyl)pyridin-3-yl)methoxy)benzo-furan-3-carboxamide